FC1=C(C=C(C=N1)NC(=O)C1=NC2=NC=3C=C(C=CC3N2C=C1)OC)OC N-(6-fluoro-5-methoxypyridin-3-yl)-5-methoxy-1,8,10-triazatricyclo[7.4.0.02,7]trideca-2(7),3,5,8,10,12-hexaene-11-carboxamide